5-bromo-N-[4-[(6,7-dimethoxy-1,5-naphthyridin-4-yl)oxy]-3-fluorophenyl]-1-(4-fluorophenyl)-4,6-dimethyl-2-oxopyridine-3-carboxamide BrC=1C(=C(C(N(C1C)C1=CC=C(C=C1)F)=O)C(=O)NC1=CC(=C(C=C1)OC1=CC=NC2=CC(=C(N=C12)OC)OC)F)C